5-chloro-1-(3-(benzyloxy)propyl)indoline ClC=1C=C2CCN(C2=CC1)CCCOCC1=CC=CC=C1